C(CCCCCCCCCCC)(=O)N Lauric Acid Amide